C1(CC1)NC(=O)C1=CC(=NO1)OC1CN(CCC1)CC(=O)NC=1C=CC=C2C(=CNC12)C1=NC(=NC=C1C)NC1=NN(C(=C1)C)C N-cyclopropyl-3-((1-(2-((3-(2-((1,5-dimethyl-1H-pyrazol-3-yl)amino)-5-methylpyrimidin-4-yl)-1H-indol-7-yl)amino)-2-oxoethyl)piperidin-3-yl)oxy)isoxazole-5-carboxamide